tert-butyl (2S,5R)-5-methyl-2-[4-(2-methyl-2,9-Diazaspiro[5.5]Undecan-9-yl)phenyl]Piperidine-1-carboxylate C[C@@H]1CC[C@H](N(C1)C(=O)OC(C)(C)C)C1=CC=C(C=C1)N1CCC2(CCCN(C2)C)CC1